(3-nitrocinnamoyl)guanidine [N+](=O)([O-])C=1C=C(C=CC(=O)NC(=N)N)C=CC1